ethyl 5-methyl-2,4-dioxo-1-(2-phenylethyl)-3-(1H-1,2,3,4-tetrazol-5-ylmethyl)-1H,2H,3H,4H-thieno[2,3-d]pyrimidine-6-carboxylate CC1=C(SC=2N(C(N(C(C21)=O)CC2=NN=NN2)=O)CCC2=CC=CC=C2)C(=O)OCC